3-[6-[3-[4-(4-aminophenyl)-1-piperidyl]-8-azaspiro[4.5]decan-8-yl]-1-oxo-isoindolin-2-yl]piperidine-2,6-dione NC1=CC=C(C=C1)C1CCN(CC1)C1CCC2(C1)CCN(CC2)C2=CC=C1CN(C(C1=C2)=O)C2C(NC(CC2)=O)=O